ClC=1C=CC=2N(C3=CC=C(C=C3C2C1)C1=CC(=C(C=C1)Cl)Cl)CCN 2-(3-chloro-6-(3,4-dichlorophenyl)-9H-carbazol-9-yl)ethanamine